Chloro-1',4'-dihydro-2'H-spiro[cyclopropane-1,3'-quinolin]-2'-one ClN1C(C2(CC3=CC=CC=C13)CC2)=O